(2-(benzo[c][1,2,5]thiadiazol-5-ylmethoxy)-4-((2-fluoro-[1,1'-biphenyl]-3-yl)methoxy)-5-nitrobenzyl)-D-serine ethyl ester hydrochloride Cl.C(C)OC([C@H](NCC1=C(C=C(C(=C1)[N+](=O)[O-])OCC=1C(=C(C=CC1)C1=CC=CC=C1)F)OCC1=CC=2C(=NSN2)C=C1)CO)=O